2-(2-ethoxy)ethanol CCOCCO